FC1(C(C1)CC1=NC(=NO1)NCC1=C(N=NN1C)C1=CC=C(C(=N1)C)O[C@@H]1C[C@H](CCC1)C(=O)O)F (1S,3S)-3-((6-(5-(((5-((2,2-Difluorocyclopropyl)methyl)-1,2,4-oxadiazol-3-yl)amino)methyl)-1-methyl-1H-1,2,3-triazol-4-yl)-2-methylpyridin-3-yl)oxy)cyclohexane-1-carboxylic acid